6-(Difluoromethyl)-3-(6-(3-(methylsulfonyl)pyrrolidin-1-yl)pyrimidin-4-yl)imidazo[1,2-b]pyridazine FC(C=1C=CC=2N(N1)C(=CN2)C2=NC=NC(=C2)N2CC(CC2)S(=O)(=O)C)F